N1(CCC1)C1=C(C(=O)OC)C=C(C=N1)Br methyl 2-(azetidin-1-yl)-5-bromonicotinate